C(C1=CC=CC=C1)N(C1CC2CCC(C1)N2C(=O)OCCCC)CC2=CC=CC=C2 butyl 3-dibenzylamino-8-azabicyclo[3.2.1]octane-8-carboxylate